ethyl guluronate O=C[C@H](O)[C@H](O)[C@@H](O)[C@H](O)C(=O)OCC